N1N=CC2=CC=C(C=C12)/C=C/C(=O)O (2E)-3-(1H-indazol-6-yl)prop-2-enoic acid